FC(COC(C(N1[C@H](C[C@H](CC1)C)C1=CC=CC=C1)=O)=O)(F)F.S(=O)(=O)=C1C(NCCN1)C(F)(F)F |r| sulfonyl-2-(trifluoromethyl)piperazine 2,2,2-trifluoroethyl-2-oxo-2-[rac-(2R,4S)-4-methyl-2-phenyl-1-piperidyl]acetate